8-benzoyl-2-(2-fluorobenzyl)-2,3,8-triazaspiro[4.5]dec-3-en-1-one C(C1=CC=CC=C1)(=O)N1CCC2(C=NN(C2=O)CC2=C(C=CC=C2)F)CC1